C=CCCC 2E,4E,6E,8E,10E-pentaene